CNC1=NC=C(C=C1N)C1=CC(=CC=C1)C(F)(F)F N2-methyl-5-(3-(trifluoromethyl)phenyl)pyridine-2,3-diamine